N(=[N+]=[N-])CCCNC(CCC(C)(C)SC(=S)SCC)=O N-(3-azidopropyl)-4-ethylsulphanylcarbothioylsulphanyl-4-methyl-pentanamide